(3R)-tert-Butyl 11-hydroxy-3-methyl-3,4,10,11-tetrahydro-1H-pyrido[4',3':3,4]-pyrazolo[1,5-a]azepine-2(7H)-carboxylate OC1C=2N(CC=CC1)N=C1C2CN([C@@H](C1)C)C(=O)OC(C)(C)C